5-norbornene-2-carboxylic acid (2-hydroxyethyl) ester OCCOC(=O)C1C2C=CC(C1)C2